6-(1-(2-phenoxyethoxy)prop-1-en-2-yl)-1,2,3,4-tetrahydronaphthalene O(C1=CC=CC=C1)CCOC=C(C)C=1C=C2CCCCC2=CC1